CC1(C(O1)CC[C@@H](CCO)C)C (3S)-5-(3,3-dimethyloxiran-2-yl)-3-methylpentan-1-ol